CN(C1=CC2=C(N=C(N=C2)C=2C=CC(NC2)=O)C=N1)C1CCNCC1 5-(6-(methyl(piperidin-4-yl)amino)pyrido[3,4-d]pyrimidin-2-yl)-pyridin-2(1H)-one